1-benzyl-6-bromo-2,3-dihydro-1H-imidazo[2,3-b]imidazol-2-one C(C1=CC=CC=C1)N1C(CN2C1=NC(=C2)Br)=O